CC(C)(C)[S@@](=O)N[C@@H](C)C=1C=C(C=CC1)C (R)-2-methyl-N-((S)-1-(m-tolyl)ethyl)propane-2-sulfinamide